(cyclohexylmethylcarbamoyl)-4-oxo-chromene-8-carboxylic acid C1(CCCCC1)CNC(=O)C=1OC2=C(C=CC=C2C(C1)=O)C(=O)O